2-((4-methoxyphenyl)thio)-1-phenyl-2-(benzenesulfonyl)ethan-1-one COC1=CC=C(C=C1)SC(C(=O)C1=CC=CC=C1)S(=O)(=O)C1=CC=CC=C1